ClC1=NC=C(C=C1C(=O)NC1(CC1)C#N)OC[C@H](C)N(S(=O)(=O)C(F)(F)F)CC#N 2-chloro-N-(1-cyanocyclopropyl)-5-[(2S)-2-[cyanomethyl(trifluoromethylsulfonyl)amino]propoxy]pyridine-3-carboxamide